BrC=1C(=NC(=NC1)NC1=C(C=C(C=C1)N1CCN(CC1)C)C1CC1)NCCCN1C(OCCC1)=O 3-(3-((5-bromo-2-((2-cyclopropyl-4-(4-methylpiperazin-1-yl)phenyl)amino)pyrimidin-4-yl)amino)propyl)-1,3-oxazinan-2-one